C(C)(C)(C)OC(NC#CCC1(C2CC3CC(CC1C3)C2)O)=O 3-((1r,3r,5r,7r)-2-hydroxyadamantan-2-yl)prop-1-ynyl-carbamic acid tert-butyl ester